N-(2-((6-(2,6-dichloro-3,5-dimethoxyphenyl)-4,5,6,7-tetrahydro-1H-indazol-3-yl)amino)-3-methylphenyl)acrylamide ClC1=C(C(=C(C=C1OC)OC)Cl)C1CCC=2C(=NNC2C1)NC1=C(C=CC=C1C)NC(C=C)=O